dipropyl-L-lysine C(CC)N([C@@H](CCCCN)C(=O)O)CCC